(1S,2S)-2-((4-fluorophenoxy)methyl)-N-methylcyclopentan-1-amine Hydrochloride Cl.FC1=CC=C(OC[C@@H]2[C@H](CCC2)NC)C=C1